((3-(3-bromophenyl)oxetan-3-yl)methyl)-5-methyl-1H-1,2,3-triazole BrC=1C=C(C=CC1)C1(COC1)CN1N=NC=C1C